4-((4-(aminomethyl)-2,3,5,6-tetrafluorophenyl)sulfonamido)-N-(3-(1-methyl-6-(trifluoromethyl)-1H-benzo[d]imidazol-5-yl)phenyl)benzamide NCC1=C(C(=C(C(=C1F)F)S(=O)(=O)NC1=CC=C(C(=O)NC2=CC(=CC=C2)C2=CC3=C(N(C=N3)C)C=C2C(F)(F)F)C=C1)F)F